2-acryloylthio-n-propylthio-5-n-hexylthio-1,3,4-thiadiazole C(C=C)(=O)SC(CSC=1SC(=NN1)SCCCCCC)C